ClC=1C=NN2C1N=C(C(=C2)OC(C(C)(O)C)C)C(F)F 3-((3-chloro-5-(difluoromethyl)pyrazolo[1,5-a]pyrimidin-6-yl)oxy)-2-methylbutan-2-ol